COC=1C=C(CN(C2=CC(=CC=C2)CN2CCN(CC2)C)CC2=CC(=CC=C2)N2CCN(CC2)C)C=CC1 N-(3-methoxybenzyl)-N-(3-(4-methylpiperazin-1-yl)benzyl)-3-((4-methylpiperazin-1-yl)methyl)aniline